2-(1,3-benzodioxol-5-yl)-N-benzyl-7-(3,4-dichlorobenzoyl)-3-oxo-6,8-dihydro-5H-imidazo[1,5-a]pyrazine-1-carboxamide O1COC2=C1C=CC(=C2)N2C(N1C(CN(CC1)C(C1=CC(=C(C=C1)Cl)Cl)=O)=C2C(=O)NCC2=CC=CC=C2)=O